ClC=1N=C(C2=C(N1)C(=C(N=C2)Cl)F)N([C@H]2[C@H](N(CC2)C(=O)OC(C)(C)C)C)C tert-butyl (2R,3R)-3-((2,7-dichloro-8-fluoropyrido[4,3-d]pyrimidin-4-yl)(methyl)amino)-2-methylpyrrolidine-1-carboxylate